2-((tert-butyldimethylsilyloxy)ethyl)-1,2,5-thiadiazolidine-3-carboxylic acid 1,1-dioxide [Si](C)(C)(C(C)(C)C)OCCN1S(NCC1C(=O)O)(=O)=O